CN(CCN(C1=C(C=C(C=C1)NC=1N=C(C2=C(N1)N(C=C2)S(=O)(=O)C2=CC=C(C)C=C2)C2=CN(C1=CC=C(C=C21)F)C)[N+](=O)[O-])CC)C N1-(2-(dimethylamino)ethyl)-N1-ethyl-N4-(4-(5-fluoro-1-methyl-1H-indol-3-yl)-7-tosyl-7H-pyrrolo[2,3-d]pyrimidin-2-yl)-2-nitrobenzene-1,4-diamine